methyl 4-[[(7S)-1-[5-[(1S)-1-(2,2-difluoro-1,3-benzodioxol-5-yl)ethoxy]-6-fluoro-3-pyridyl]-3-(trifluoromethyl)-4,5,6,7-tetrahydroindazol-7-yl]oxy]benzoate FC1(OC2=C(O1)C=CC(=C2)[C@H](C)OC=2C=C(C=NC2F)N2N=C(C=1CCC[C@@H](C21)OC2=CC=C(C(=O)OC)C=C2)C(F)(F)F)F